Propynyl (2-formyl)phenyl ether C(=O)C1=C(C=CC=C1)OC#CC